ClC1=CC(=C(C=C1C1(CC1)C)NCC(=O)N1CCN(CC1)C1CN(C1)C(C=C)=O)O 1-(3-(4-((4-chloro-2-hydroxy-5-(1-methylcyclopropyl)phenyl)glycyl)piperazin-1-yl)azetidin-1-yl)prop-2-en-1-one